1,8-diazaspiro[4.5]dec-3-ene-1-carboxylic acid methyl ester COC(=O)N1CC=CC12CCNCC2